F[C@@H]1CNCC[C@@H]1NC=1C=2C=C(N(C2C=CC1)CC(F)(F)F)C1=NOC(=N1)CN(C=1C=NNC1)C |r| (+/-)-N-[(3R,4S)-3-fluoropiperidin-4-yl]-2-(5-{[methyl(1H-pyrazol-4-yl)amino]methyl}-1,2,4-oxadiazol-3-yl)-1-(2,2,2-trifluoroethyl)-1H-indol-4-amine